FC(C1CCN(CC1)CC1CCN(CC1)C(=O)[C@H]1N(CCC1)C(=O)OC(C)(C)C)(F)F Tert-butyl (S)-2-(4-((4-(trifluoromethyl)piperidin-1-yl)methyl)piperidin-1-carbonyl)pyrrolidin-1-carboxylate